S1C(=NN=C1)N1CC(C1)CC(=O)OCC ethyl [1-(1,3,4-thiadiazol-2-yl)azetidin-3-yl]acetate